FC1=C2C=C(NC2=CC=C1)C(=O)N1CC2(CC2)C[C@H]1C(=O)N[C@H](C=O)C[C@H]1C(NCC1)=O (S)-5-(4-fluoro-1H-indole-2-carbonyl)-N-((S)-1-oxo-3-((S)-2-oxopyrrolidin-3-yl)propan-2-yl)-5-azaspiro[2.4]heptane-6-carboxamide